C(C1CO1)OCCC[Si](OC)(OC)OC (3-glycidyloxypropyl)trimethoxylsilane